O1[C@H](COCC1)CN1N=C2C3=C(C=CC2=C1)OC(=C3C(F)(F)F)C(=O)NCC3=NC(=CC=C3)OC 2-{[(2S)-1,4-dioxan-2-yl]methyl}-N-[(6-methoxypyridin-2-yl)methyl]-8-(trifluoromethyl)-2H-furo[2,3-g]indazole-7-carboxamide